C(C)(C)(C)OC(N[C@@H]1C(N(C2=C(OC1)C=CC(=C2)O)C)=O)=O (S)-(7-hydroxy-5-methyl-4-oxo-2,3,4,5-tetrahydrobenzo[b][1,4]oxazepin-3-yl)carbamic acid tert-butyl ester